COC1=CC=C(COC2=NC(=CC(=C2)N2CCOCC2)N2C(CCCCC2)CC2=CC=C(C=C2)O[C@@H](COC)C)C=C1 4-(2-((4-methoxybenzyl)oxy)-6-(2-(4-(((R)-1-methoxypropan-2-yl)oxy)benzyl)azepan-1-yl)pyridin-4-yl)morpholine